N-(propargyloxy)phthalimide C#CCON1C(=O)C2=CC=CC=C2C1=O